4-[[5-(4-chloro-2-fluoro-anilino)-3-pyridyl]methyl]-3-fluoro-N-(methylsulfamoyl)pyridin-2-amine ClC1=CC(=C(NC=2C=C(C=NC2)CC2=C(C(=NC=C2)NS(NC)(=O)=O)F)C=C1)F